(S)-2-(((TERT-BUTYLDIPHENYLSILYL)OXY)METHYL)CYCLOBUTANONE [Si](C1=CC=CC=C1)(C1=CC=CC=C1)(C(C)(C)C)OC[C@H]1C(CC1)=O